2-(2'-Xenyl-3',5'-di-pentylphenyl)-benzotriazol C1(=CC=C(C=C1)C1=CC=CC=C1)C(CC=1C=C(C=C(C1)N1N=C2C(=N1)C=CC=C2)CCCCC)CCC